C(C=C)(=O)OC(C(CC(=O)O)=O)CC(C)(C)C.NC=1C(=NC(=CN1)C1=NC=CC=C1OC(F)(F)F)C(=O)NC1=NC=CC=C1N1CCC(CC1)(CO)N 3-amino-N-(3-(4-amino-4-(hydroxymethyl)piperidin-1-yl)pyridin-2-yl)-6-(3-(trifluoromethoxy)pyridin-2-yl)pyrazine-2-carboxamide acryloyloxy-2,2-dimethylpropyl-acetoacetate